1,3-bis(bromomethyl)-5-(tert-butyl)benzene BrCC1=CC(=CC(=C1)C(C)(C)C)CBr